2-chloro-3-hydroxypropanesulfonic acid sodium [Na].ClC(CS(=O)(=O)O)CO